C(C=C)(=O)N1[C@H](CN(CC1)C1=CC(=NC=2CN(CCC12)C1=CC=CC2=CC=CC(=C12)C)C(=O)NC[C@@H]1NCCCC1)CC#N 4-((S)-4-acryloyl-3-(cyanomethyl)piperazin-1-yl)-7-(8-methylnaphthalen-1-yl)-N-(((R)-piperidin-2-yl)methyl)-5,6,7,8-tetrahydro-1,7-naphthyridine-2-carboxamide